methyl 6-aminopyrimidine-4-carboxylate NC1=CC(=NC=N1)C(=O)OC